C(#N)C[C@@H]1N(CCN(C1)C=1C2=C(N=C(N1)OC[C@H]1N(CCC1)C)CN(CC2)C=2C=CC=C1C=CN=CC21)C(=O)OCC2=CC=CC=C2 benzyl (S)-2-(cyanomethyl)-4-(7-(isoquinolin-8-yl)-2-(((S)-1-methylpyrrolidin-2-yl)methoxy)-5,6,7,8-tetrahydropyrido[3,4-d]pyrimidin-4-yl)piperazine-1-carboxylate